C1(=CC=CC2=CC=CC=C12)CCCCCC1=NC2=C(N1)C=CC=C2 2-(1-naphthylpentyl)-1H-benzimidazole